(4-amino-1,3-dihydrofuro[3,4-c][1,7]naphthyridin-8-yl)((3S)-3-(4-(trifluoromethyl)phenyl)-4-morpholinyl)methanethione NC1=NC=2C=NC(=CC2C2=C1COC2)C(=S)N2[C@H](COCC2)C2=CC=C(C=C2)C(F)(F)F